C(CC)C1OCCCO1 2-propyl-[1,3]dioxane